COC1=CC(=C(C=C1NC1=NC=NC(=C1)N1OCC[C@@H]1C1=CC(=CC=C1)OC)NC(C=C)=O)N1CCN(CC1)C1COC1 N-(4-methoxy-5-((6-((R)-3-(3-methoxyphenyl)isoxazolidine-2-yl)pyrimidine-4-yl)amino)-2-(4-(oxetane-3-yl)piperazine-1-yl)phenyl)acrylamide